C(C)(=O)OCC=C(C)C 3-methylbut-2-enyl acetate